diphenyl(4-(9-phenyl-9H-carbazol-3-yl)phenyl)phosphine oxide C1(=CC=CC=C1)P(C1=CC=C(C=C1)C=1C=CC=2N(C3=CC=CC=C3C2C1)C1=CC=CC=C1)(C1=CC=CC=C1)=O